ClC=1C=C(C=CC1Cl)CCOC(NC1=CC=C(C=C1)[C@@H]1CNCC1)=O |r| (RS)-(4-Pyrrolidin-3-yl-phenyl)-carbamic acid 2-(3,4-dichloro-phenyl)-ethyl ester